FC=1C=C(C=CC1OC(F)(F)F)C(C(=O)N)C1=CC=C(C=C1)B1OC(C(O1)(C)C)(C)C [3-fluoro-4-(trifluoromethoxy)phenyl]-2-[4-(4,4,5,5-tetramethyl-1,3,2-dioxaborolan-2-yl)phenyl]acetamide